hexyl 2-[4-(diethylamino)-2-hydroxybenzoyl]benzoate C(C)N(C1=CC(=C(C(=O)C2=C(C(=O)OCCCCCC)C=CC=C2)C=C1)O)CC